S-methyl 4-[(3R)-3-methoxypyrrolidin-1-yl]-4-methyl-pent-2-ynethioate CO[C@H]1CN(CC1)C(C#CC(SC)=O)(C)C